2-[(5-bromo-6-methoxy-benzimidazol-1-yl)methoxy]ethyl-trimethyl-silane BrC1=CC2=C(N(C=N2)COCC[Si](C)(C)C)C=C1OC